1-((5-bromopyrimidin-2-yl)methyl)-7-methoxy-2,4-dimethyl-imidazo[4,5-c][1,8]Naphthyridine BrC=1C=NC(=NC1)CN1C(=NC=2C(=NC=3N=C(C=CC3C21)OC)C)C